C(C)(C)(C)C1N(CCC(C1)N1N=C2C(=CC(=CC2=C1)C1=CC2=C(N=C(O2)C)C(=C1)F)F)C(=O)OC(C1CCC1)NC=1C2=C(N=CN1)CCS2=O 5-oxo-(6,7-dihydrothieno[3,2-d]pyrimidin-4-yl)amino-cyclobutyl-methanol tert-butyl-4-[7-fluoro-5-(4-fluoro-2-methyl-1,3-benzoxazol-6-yl)indazol-2-yl]piperidine-1-carboxylate